(S)-4-(ethylamino)-3,4-dihydro-2-(3-methoxypropyl)-2H-thieno[3,2-e]-1,2-thiazine-6-sulfonamide 1,1-dioxide C(C)N[C@@H]1CN(S(C2=C1C=C(S2)S(=O)(=O)N)(=O)=O)CCCOC